C1(=CC=C(C=C1)C=1OCC(N1)O)C1=CC=CC=C1 2-([1,1'-biphenyl]-4-yl)-4,5-dihydro-oxazol-4-ol